CC=1C(=C(C=C(C1)C(F)(F)F)O)C1=CC2=C(N=N1)N(CC2)[C@H]2CNCC2 3-methyl-2-[7-[(3R)-pyrrolidin-3-yl]-5,6-dihydropyrrolo[2,3-c]pyridazin-3-yl]-5-(trifluoromethyl)phenol